1,11-undecandiamine C(CCCCCCCCCCN)N